ClC1=NC=C(C(=N1)OCC1=CC=C(C=C1)C=1N(C=C(N1)C(F)(F)F)C)C1CCC1 2-chloro-5-cyclobutyl-4-[[4-[1-methyl-4-(trifluoromethyl)imidazol-2-yl]phenyl]methoxy]pyrimidine